C(CCCCCCCCCCCCCCCCC)C(C(C(=S)OCC(CO)(CO)CO)(CCCCCCCCCCCCCCCCCC)CCCCCCCCCCCCCCCCCC)CCCCCCCCCCCCCCCCCC pentaerythritol tetrastearyl-thiopropionate